2,2-bis-(3-methyl-4-hydroxyphenyl)propane 1,1,1,3,3,3-hexafluoropropan-2-yl-4-[[4-chloro-2-(8-oxa-3-azabicyclo[3.2.1]octan-3-yl)phenyl]methyl]piperazine-1-carboxylate FC(C(C(F)(F)F)OC(=O)N1CCN(CC1)CC1=C(C=C(C=C1)Cl)N1CC2CCC(C1)O2)(F)F.CC=2C=C(C=CC2O)C(C)(C)C2=CC(=C(C=C2)O)C